methyl-[1,1'-biphenyl]-2-amine CC1=C(C(=CC=C1)C1=CC=CC=C1)N